4-((4-(4-(4-(6-amino-5-((R)-1-(2,6-dichloro-3-fluorophenyl)ethoxy)pyridin-3-yl)-1H-pyrazol-1-yl)piperidin-1-yl)-4-oxobutyl)amino)-2-(2,6-dioxopiperidin-3-yl)isoindoline-1,3-dione NC1=C(C=C(C=N1)C=1C=NN(C1)C1CCN(CC1)C(CCCNC1=C2C(N(C(C2=CC=C1)=O)C1C(NC(CC1)=O)=O)=O)=O)O[C@H](C)C1=C(C(=CC=C1Cl)F)Cl